OC12C(OC=3C=NC=C(C31)OC)(C(C(C2O)C(=O)[O-])C2=CC=CC=C2)C2=CC=C(C=C2)C(F)(F)F 4b,5-dihydroxy-4-methoxy-7-phenyl-7a-(4-(trifluoromethyl)phenyl)-4b,6,7,7a-tetrahydro-5H-cyclopenta(4,5)furo[2,3-c]pyridine-6-carboxylate